2-(cyclopent-1-en-1-yl)-4-phenylthiazole C1(=CCCC1)C=1SC=C(N1)C1=CC=CC=C1